C(C)OC(=O)C=1N=NN(C1OC1=CC(=CC=C1)I)CC1=CC=C(C=C1)OC 5-(3-Iodophenoxy)-1-(4-methoxybenzyl)-1H-1,2,3-triazole-4-carboxylic acid ethyl ester